C(#C)C=1C=CC(=NC1)C#N 5-ethynylpyridinecarbonitrile